NC=1C(=NC2=CC=CC=C2N1)C=O 3-AMINO-2-QUINOXALINECARBOXALDEHYDE